(4-(4-(3-Methyloxetan-3-yl)phenoxy)butanoyl)glycine benzyl ester C(C1=CC=CC=C1)OC(CNC(CCCOC1=CC=C(C=C1)C1(COC1)C)=O)=O